(S)-N-(3-chloro-4-fluorophenyl)-1-(5-(4-methoxy-6-methylpyrimidin-5-yl)-1H-pyrrole-2-carbonyl)pyrrolidine-3-carboxamide ClC=1C=C(C=CC1F)NC(=O)[C@@H]1CN(CC1)C(=O)C=1NC(=CC1)C=1C(=NC=NC1C)OC